7-(4-bromo-3-chloro-benzoyl)-N-[(2-fluoro-4-methoxy-phenyl)methyl]-3-oxo-2-[4-(2,2,2-trifluoroethoxy)phenyl]-6,8-dihydro-5H-imidazo[1,5-a]pyrazine-1-carboxamide BrC1=C(C=C(C(=O)N2CC=3N(CC2)C(N(C3C(=O)NCC3=C(C=C(C=C3)OC)F)C3=CC=C(C=C3)OCC(F)(F)F)=O)C=C1)Cl